C(C)(C)(C)OC(=O)N1[C@@H](C[C@@H](C1)O[Si](C)(C)C(C)(C)C)C(=O)O (2S,4S)-1-(tert-Butoxycarbonyl)-4-((tert-butyldimethylsilyl)oxy)pyrrolidine-2-carboxylic acid